4-(4-(3-bromo-2-fluorophenyl)-3-fluoropyridin-2-yl)-2-methoxybenzaldehyde BrC=1C(=C(C=CC1)C1=C(C(=NC=C1)C1=CC(=C(C=O)C=C1)OC)F)F